NC1=NC=2C=C(C(=CC2C2=C1COC2)C(=O)N2[C@@H](CC[C@H](C2)C)C2=CC1=CN(N=C1C=C2)CCN(C)C)F |r| Rac-(4-amino-7-fluoro-1,3-dihydrofuro[3,4-c]quinolin-8-yl)((2s,5r)-2-(2-(2-(dimethylamino)ethyl)-2H-indazol-5-yl)-5-methylpiperidin-1-yl)methanone